n-Pentyl {[3-({5-[3-amino-2,6-dioxo-4-(trifluoromethyl)-3,6-dihydropyrimidin-1(2H)-yl]-2-chloro-4-fluorophenyl}sulfanyl)pyridin-2-yl]oxy}acetate NN1C(N(C(C=C1C(F)(F)F)=O)C=1C(=CC(=C(C1)SC=1C(=NC=CC1)OCC(=O)OCCCCC)Cl)F)=O